CN(C)\C=C(/C(=O)OC)\C(CC(=O)OC)=O Dimethyl (Z)-2-((dimethylamino)methylene)-3-oxoglutarate